C(C=C)(=O)OCCC1C(OC1)C(C(F)(F)F)(F)F 3-(2-acryloyloxyethyl)-2-Pentafluoroethyloxetane